(S)-2,2-dimethyl-5-((4-(7-(methylthio)-1-((2-(trimethylsilyl)ethoxy)methyl)-1H-Indol-3-yl)-5-(trifluoromethyl)pyrimidin-2-yl)amino)piperidine-1-carboxylate CC1(N(C[C@H](CC1)NC1=NC=C(C(=N1)C1=CN(C2=C(C=CC=C12)SC)COCC[Si](C)(C)C)C(F)(F)F)C(=O)[O-])C